C12C(C(C1)C2)NC(=O)C=2N=NC(=C(C2)C)N2CCC(CC2)OC2=CC1=C(OCCO1)C=C2 N-bicyclo[1.1.1]pent-2-yl-6-[4-(2,3-dihydro-1,4-benzodioxin-6-yloxy)piperidin-1-yl]-5-methylpyridazine-3-carboxamide